tert-butyl ((6-methoxy-7,9-dihydro-6H-[1,3]dioxolo[4,5-h]isochromen-9-yl)methyl)(methyl)carbamate COC1COC(C=2C3=C(C=CC12)OCO3)CN(C(OC(C)(C)C)=O)C